CC/C=C\\C/C=C\\C/C=C\\CCCCCCCC(=O)OC[C@H](COP(=O)(O)O)O The molecule is a 1-acyl-sn-glycerol 3-phosphate in which the 1-acyl substituent is specified as linolenoyl (9Z,12Z,15Z-octadecatrienoyl). It derives from an alpha-linolenic acid. It is a conjugate acid of a 1-linolenoyl-sn-glycero-3-phosphate(2-).